ClC=1C=C(C=CC1)N1C(N(CCC1)CC1CCN(CC1)C1=C2C(N(C(C2=CC=C1)=O)C1C(NC(CC1)=O)=O)=O)=O (4-((3-(3-chlorophenyl)-2-oxotetrahydropyrimidin-1(2H)-yl)methyl)piperidin-1-yl)-2-(2,6-dioxopiperidin-3-yl)isoindoline-1,3-dione